BrC=1C(N(C(=CC1OCC1=C(C=C(C=C1)F)F)C)C=1C=C(C(=O)N(C)C)C=CC1OC)=O 3-[3-bromo-4-[(2,4-difluorobenzyl)oxy]-6-methyl-2-oxopyridin-1(2H)-yl]-4-methoxy-N,N-dimethylbenzamide